(2S,3R)-2-amino-3-(2,3-dihydrobenzo[b][1,4]dioxin-6-yl)-3-hydroxypropanoic acid N[C@H](C(=O)O)[C@H](O)C1=CC2=C(OCCO2)C=C1